ClC1=C(C=C(C=C1)S(=O)(=O)N[C@@H](CC=1N=NN(C1)CC(=O)N[C@H](C(=O)N1CCOCC1)CC1=CC=NC=C1)C(=O)O)C(F)(F)F N-[4-chloro-3-(trifluoromethyl)benzene-1-sulfonyl]-3-[1-(2-{[(2S)-1-(morpholin-4-yl)-1-oxo-3-(pyridin-4-yl)propan-2-yl]amino}-2-oxoethyl)-1H-1,2,3-triazol-4-yl]-L-alanine